4-(2-formylnaphthalen-1-yl)-5-phenyl-2,4-pentadienoic acid n-butyl ester C(CCC)OC(C=CC(=CC1=CC=CC=C1)C1=C(C=CC2=CC=CC=C12)C=O)=O